amino-1,6-diphenyl-n-hexane NC(CCCCCC1=CC=CC=C1)C1=CC=CC=C1